C(C)(C)(C)OC(NC1CCN(CC1)CCOC)=O (1-(2-Methoxyethyl)piperidin-4-yl)carbamic acid tert-butyl ester